COC1=CC=C(C=C1)C(OC[C@H]1O[C@@H](CC1O)N1N=NC(=C1)CN(CC=1N=NN(C1)CCCCCCCC)CC=1N=NN(C1)CCCCCCCC)(C1=CC=CC=C1)C1=CC=C(C=C1)OC (2R,5S)-2-[[bis(4-methoxyphenyl)-phenyl-methoxy]methyl]-5-[4-[[bis[(1-octyltriazol-4-yl)methyl]amino]methyl]triazol-1-yl]tetrahydrofuran-3-ol